The molecule is a mannosylinositol phosphorylceramide compound having a hexacosanoyl group amide-linked to a C18 sphinganine base, with no hydroxylation at C-4 of the long-chain base or on the C26 very-long-chain fatty acid. It has a role as a Saccharomyces cerevisiae metabolite. It derives from an Ins-1-P-Cer(d18:0/26:0). CCCCCCCCCCCCCCCCCCCCCCCCCC(=O)N[C@@H](COP(=O)(O)O[C@@H]1[C@@H]([C@@H]([C@H]([C@@H]([C@H]1OC2[C@H]([C@H]([C@@H]([C@H](O2)CO)O)O)O)O)O)O)O)[C@@H](CCCCCCCCCCCCCCC)O